tert-butyl ((cis)-3-(2-cyano-5-methylphenyl)cyclobutyl)carbamate C(#N)C1=C(C=C(C=C1)C)[C@H]1C[C@H](C1)NC(OC(C)(C)C)=O